FC(S(=O)(=O)OC1=CC(=C(C=C1)C1=CC(=CC=C1)[N+](=O)[O-])\C=C\C(=O)N)(F)F (1E)-(3-Amino-3-oxoprop-1-en-1-yl)-3'-nitrobiphenyl-4-yl trifluoromethanesulfonate